2,6-di(tert-butyl)-4-hydroxy-4-methyl-2,5-cyclohexadiene C(C)(C)(C)C=1CC(=CC(C1)(C)O)C(C)(C)C